4-([(benzyloxy)carbonyl]amino)butanoic acid C(C1=CC=CC=C1)OC(=O)NCCCC(=O)O